COC1=C(C=CC(=C1)S(=O)(=O)C)NCC#CC=1N(C2=CC=CC(=C2C1)NC1CCC(CC1)=O)CC(F)(F)F 4-((2-(3-((2-methoxy-4-(methylsulfonyl)phenyl)amino)prop-1-yn-1-yl)-1-(2,2,2-trifluoroethyl)-1H-indol-4-yl)amino)cyclohexan-1-one